C(C(C)C)OC(=O)N1C(CNCC1)C1=NC=CC=C1NS(=O)(=O)C1=CC2=C(C=C(O2)C(=O)NO)C=C1 (3-(2-(hydroxylaminecarbonyl)benzofuran-6-sulfonylamino)pyridin-2-yl)piperazine-1-carboxylic acid isobutyl ester